C(C=C)(=O)N[C@@H](C(=O)NCC(C(=O)O)(C)CO)CC1=CC(=C(C=C1)OC)Cl 3-((R)-2-acrylamido-3-(3-chloro-4-methoxyphenyl)propionamido)-2-(hydroxymethyl)2-methylpropanoic acid